(3-(triphenylsilyl)phenyl)-boronic acid C1(=CC=CC=C1)[Si](C=1C=C(C=CC1)B(O)O)(C1=CC=CC=C1)C1=CC=CC=C1